N1(N=NC2=C1C=CC=C2)O[P+](N2CCCC2)(N2CCCC2)N2CCCC2 (1H-1,2,3-benzotriazol-1-yloxy)-tris(pyrrolidino)phosphonium